N,N-dimethylbehenylamine hydroiodide I.CN(C)CCCCCCCCCCCCCCCCCCCCCC